NC=1N=NN(N1)CCCCCC[Si](OCC)(OCC)OCC 5-amino-2-[6-(triethoxysilyl)hexyl]-2H-tetrazole